(Z)-5-hexadecenoic acid ethyl ester C(C)OC(CCC\C=C/CCCCCCCCCC)=O